N-(3-((4-Methylpiperazin-1-yl)Methyl)-5-(Trifluoromethyl)Phenyl)-6-(Pyrimidin-5-Ylmethyl)-4,5,6,7-Tetrahydrothieno[2,3-c]Pyridin-3-Carboxamid CN1CCN(CC1)CC=1C=C(C=C(C1)C(F)(F)F)NC(=O)C1=CSC=2CN(CCC21)CC=2C=NC=NC2